C1(=CC=C(C=C1)CC(=O)[O-])CC(=O)OCC ethyl 1,4-benzenediacetate